2-(((S)-1-(7-methyl-2-((R)-1-methyl-2-oxopiperidin-4-yl)-4-oxo-4H-pyrido[1,2-a]pyrimidin-9-yl)ethyl)amino)benzoic acid CC=1C=C(C=2N(C(C=C(N2)[C@H]2CC(N(CC2)C)=O)=O)C1)[C@H](C)NC1=C(C(=O)O)C=CC=C1